ClC=1C(=C(C=CC1)[C@@H]1N(OCC1)C1=CC(=NC=N1)NC=1C(=CC(=C(C1)NC(C=C)=O)N1CCC(CC1)N1CCN(CC1)C1CCC1)OC)F N-(5-((6-((R)-3-(3-chloro-2-fluorophenyl)-isoxazolidine-2-yl)pyrimidine-4-yl)amino)-2-(4-(4-cyclobutylpiperazine-1-yl)piperidine-1-yl)-4-methoxyphenyl)acrylamide